(2-(9H-carbazole-1-oxy)ethyl)carbamic acid tert-butyl ester C(C)(C)(C)OC(NCCOC1=CC=CC=2C3=CC=CC=C3NC12)=O